tert-butyl N-[4-(bromomethyl)-3-fluoropyridin-2-yl]-N-(tert-butoxycarbonyl)carbamate BrCC1=C(C(=NC=C1)N(C(OC(C)(C)C)=O)C(=O)OC(C)(C)C)F